butyl 3-[(3-fluoro-1-bicyclo[1.1.1]pentanyl)methoxy]pyrazole-1-carboxylate FC12CC(C1)(C2)COC2=NN(C=C2)C(=O)OCCCC